(S)-1-((2-((S)-1-amino-2,2-dicyclopropyl-ethyl)benzo[d]oxazol-5-yl)methyl)-4-(trifluoromethyl)imidazolidin-2-one N[C@@H](C(C1CC1)C1CC1)C=1OC2=C(N1)C=C(C=C2)CN2C(N[C@@H](C2)C(F)(F)F)=O